O=C1C=CC(=CN1CCOC1OCCCC1)C(=O)OC methyl 6-oxo-1-(2-((tetrahydro-2H-pyran-2-yl)oxy)ethyl)-1,6-dihydropyridine-3-carboxylate